1-(4-chloro-2-cyanophenyl)-4-[6-(2-ethoxyphenyl)pyridazin-3-yl]-N-(1-methylazetidin-3-yl)piperidine-4-carboxamide ClC1=CC(=C(C=C1)N1CCC(CC1)(C(=O)NC1CN(C1)C)C=1N=NC(=CC1)C1=C(C=CC=C1)OCC)C#N